Tert-butyl (R)-(1-benzoylpiperidin-3-yl)carbamate C(C1=CC=CC=C1)(=O)N1C[C@@H](CCC1)NC(OC(C)(C)C)=O